tert-butyl (S)-2-((benzyloxy)methyl)-6,6-difluoro-1,4-oxazepane-4-carboxylate C(C1=CC=CC=C1)OC[C@H]1OCC(CN(C1)C(=O)OC(C)(C)C)(F)F